FC1=C(C=NN1C)C1=CC=2C(=NC=CC2)N1 2-(5-fluoro-1-methyl-1H-pyrazol-4-yl)-1H-pyrrolo[2,3-b]pyridin